4,5-dibromo-2-(2-fluoroethyl)-2H-1,2,3-triazole BrC1=NN(N=C1Br)CCF